[Ti].C(C)O.C(C)O.C(C)O triethanol titanium